N-(1-amino-4b-hydroxy-7-isopropyl-10-oxo-4b,10-dihydro-9bH-indeno[1,2-b]benzofuran-9b-yl)-3-methyl-5-((4-methylpiperazin-1-yl)sulfonyl)-1H-pyrrole-2-carboxamide NC1=C2C(C3(C(OC4=C3C=CC(=C4)C(C)C)(C2=CC=C1)O)NC(=O)C=1NC(=CC1C)S(=O)(=O)N1CCN(CC1)C)=O